para-aminobenzenebutyric acid NC1=CC=C(C=C1)CCCC(=O)O